2-[(1R)-1-{[7-Cyclopropoxy-4-(1-methyl-3-phenyl-1H-pyrazol-4-yl)pyrido[3,2-d]pyrimidin-6-yl]oxy}ethyl]-5-methyl-1,3,4-oxadiazole C1(CC1)OC1=CC=2N=CN=C(C2N=C1O[C@H](C)C=1OC(=NN1)C)C=1C(=NN(C1)C)C1=CC=CC=C1